thiole-1-oxide S1(C=CC=C1)=O